OC(CC(C(=O)O)C(N)=O)(CCCCCCC)O 4,4-dihydroxycarbamoyl-undecanoic acid